ClC=1C=C(C=C(C1)Cl)C1=NC(=CC(=C1)CN1CCC(CC1)CC(=O)O)OC=1C=NC(=NC1)N1CCN(CC1)C[C@@H](C)O (R)-2-(1-((2-(3,5-dichlorophenyl)-6-((2-(4-(2-hydroxypropyl)piperazin-1-yl)pyrimidin-5-yl)oxy)pyridin-4-yl)methyl)piperidin-4-yl)acetic acid